2-oxo-3-pyrrolidinecarboxylate O=C1NCCC1C(=O)[O-]